D-4-bromo-2-iodo-1H-pyrrolo[2,3-b]pyridine BrC1=C2C(=NC=C1)NC(=C2)I